FC1=CC=C(C=C1)[C@H](C)NC1=CC(N(C(N1)=O)CCC)=O (S)-6-((1-(4-fluorophenyl)ethyl)amino)-3-propylpyrimidine-2,4(1h,3h)-dione